1-[(2R,4S)-4-[4-amino-5-[2-(6-fluoro-1-methyl-1,3-benzodiazol-5-yl)ethynyl]pyrrolo[2,3-d]pyrimidin-7-yl]-2-(methoxymethyl)pyrrolidin-1-yl]prop-2-en-1-one Nickel-Gallium [Ga].[Ni].NC=1C2=C(N=CN1)N(C=C2C#CC2=CC1=C(N(C=N1)C)C=C2F)[C@H]2C[C@@H](N(C2)C(C=C)=O)COC